1-(4-(benzyloxy)-6-chlorobenzofuran-2-yl)-2-bromoethanone C(C1=CC=CC=C1)OC1=CC(=CC2=C1C=C(O2)C(CBr)=O)Cl